2,4-dimercapto-5,6-diaminopyrimidine SC1=NC(=C(C(=N1)S)N)N